(S)-N-((6-(3-(difluoromethoxy)-5-fluorophenyl)-4-((3-(trifluoromethyl)phenyl)sulfonyl)-3,4-dihydro-2H-benzo[b][1,4]oxazin-2-yl)methyl)-1H-pyrazole-5-carboxamide FC(OC=1C=C(C=C(C1)F)C1=CC2=C(O[C@H](CN2S(=O)(=O)C2=CC(=CC=C2)C(F)(F)F)CNC(=O)C2=CC=NN2)C=C1)F